CO[C@H]1C[C@@H](N(C1)C)COC1=CC=C(NC=2C(=NC(=C(N2)C)C2=CC=CC=3N(C=NC32)C)C(=O)N)C=C1 3-[4-[[(2R,4S)-4-Methoxy-1-methyl-pyrrolidin-2-yl]methoxy]anilino]-5-methyl-6-(1-methylbenzimidazol-4-yl)pyrazin-2-carboxamid